2-chloro-5-(5,5-difluoro-4-hydroxy-3-(thiophen-2-yl)-5,6-dihydro-cyclopenta[b]pyrrol-1(4H)-yl)benzonitrile ClC1=C(C#N)C=C(C=C1)N1C2=C(C(=C1)C=1SC=CC1)C(C(C2)(F)F)O